Pyridin-3-yl-piperidine boron trichloride B(Cl)(Cl)Cl.N1=CC(=CC=C1)N1CCCCC1